(3R,7R)-2-(3,4-dichlorobenzoyl)-9-(1-(2-(2-hydroxypropan-2-yl)pyrimidin-5-yl)ethyl)-3,7-dimethyl-1,2,3,4,8,9-hexahydropyrido[4',3':3,4]pyrazolo[1,5-a]pyrazin-10(7H)-one ClC=1C=C(C(=O)N2CC=3C(=NN4C3C(N(C[C@H]4C)C(C)C=4C=NC(=NC4)C(C)(C)O)=O)C[C@H]2C)C=CC1Cl